tert-Butyl 10-((4-chloro-5-(dimethylcarbamoyl)-2-oxopyridin-1(2H)-yl)methyl)-10-hydroxy-7-azaspiro[4.5]decane-7-carboxylate ClC1=CC(N(C=C1C(N(C)C)=O)CC1(CCN(CC12CCCC2)C(=O)OC(C)(C)C)O)=O